5-[5-(difluoromethyl)-1,3,4-oxadiazol-2-yl]-2-[2-(3-fluorophenoxy)ethyl]pyridazin-3-one FC(C1=NN=C(O1)C1=CC(N(N=C1)CCOC1=CC(=CC=C1)F)=O)F